CN1C[C@H](N(CC1)C(=O)C1=C(C=C(C=C1)NC(=O)C1CC1)N1C[C@@H](CC1)C(F)(F)F)C1=CC=CC=C1 |o1:3,23| (2r,3r) or (2s,3s)-N-[4-(4-methyl-2-phenylpiperazine-1-carbonyl)-3-[3-(trifluoromethyl)pyrrolidin-1-yl]phenyl]cyclopropanecarboxamide